2-(4-(6-(methylamino)pyridin-3-yl)phenyl)-1H-pyrrolo[2,3-c]pyridin-7-ol CNC1=CC=C(C=N1)C1=CC=C(C=C1)C1=CC=2C(=C(N=CC2)O)N1